tert-Butyl-[(S)-(4-(3-(4-(2,4-difluorobenzyl)-1H-pyrazol-1-carboxamido)-5-methyl-4-oxo-2,3,4,5-tetrahydrobenzo[b][1,4]oxazepin-7-yl)-2,2-dimethylbut-3-yn-1-yl)]carbamat C(C)(C)(C)OC(NCC(C#CC1=CC2=C(OC[C@@H](C(N2C)=O)NC(=O)N2N=CC(=C2)CC2=C(C=C(C=C2)F)F)C=C1)(C)C)=O